N-[trans-4-{4-[3-(propan-2-yl)imidazo[1,2-a]pyridin-6-yl]benzenesulfonyl}cyclohexyl]-3-[(trifluoromethyl)sulfanyl]aniline CC(C)C1=CN=C2N1C=C(C=C2)C2=CC=C(C=C2)S(=O)(=O)[C@@H]2CC[C@H](CC2)NC2=CC(=CC=C2)SC(F)(F)F